1-(6-(4-(5-chloro-1H-indazol-4-yl)-3-methyl-2-quinolinyl)-2,6-diazaspiro[3.4]octan-2-yl)-2-propen-1-one ClC=1C(=C2C=NNC2=CC1)C1=C(C(=NC2=CC=CC=C12)N1CC2(CN(C2)C(C=C)=O)CC1)C